ClC1=CC(=C(C=C1Cl)[C@@H](C1CCN(CCC1)C(=O)OC(C)(C)C)N[S@@](=O)C(C)(C)C)OCC=C tert-butyl 4-[(R)-[4,5-dichloro-2-(prop-2-en-1-yloxy)phenyl]([[(S)-2-methylpropane-2-sulfinyl]amino])methyl]azepane-1-carboxylate